C(CCCCCCCCCCCCCCCCCCCCCCCCCCC)(=O)OCC(COC(CCCCCCCCCCCCCCCCCCCCCCCCCCC)=O)OC(CCCCCCCCCCCCCCCCCCCCCCCCCCC)=O Propane-1,2,3-triyl trioctacosanoate